N-(tert-butyl)-4-(1-(tert-butyl)-1H-tetrazol-5-yl)-6-methyl-4H-benzo[d][1,3]oxazin-2-amine C(C)(C)(C)NC=1OC(C2=C(N1)C=CC(=C2)C)C2=NN=NN2C(C)(C)C